4,4'-dihydroxy-1,1'-biphenyl-2-carboxylic acid OC=1C=C(C(=CC1)C1=CC=C(C=C1)O)C(=O)O